N-(2-([1,2,4]triazolo[4,3-a]pyridin-3-yl)ethyl)-5-fluoro-1H-indazole-3-carboxamide N=1N=C(N2C1C=CC=C2)CCNC(=O)C2=NNC1=CC=C(C=C21)F